6-fluoro-4-methoxy-1-(p-toluenesulfonyl)pyrrolo[2,3-b]pyridine-2-carboxylic acid FC1=CC(=C2C(=N1)N(C(=C2)C(=O)O)S(=O)(=O)C2=CC=C(C)C=C2)OC